C1(CC1)N1C(C(=CC(=C1)CNC[C@H](C)OC)C(=O)OC)=O methyl 1-cyclopropyl-5-[[[(2S)-2-methoxypropyl]amino]methyl]-2-oxopyridine-3-carboxylate